FC(C1=CC2=C(SC(=C2)C(=O)O)C=C1)(P(=O)(OC1=CC=CC=C1)NC[C@@H](C(=O)OC(C)C)C)F 5-(difluoro((((S)-3-isopropoxy-2-methyl-3-oxopropyl)amino)(phenoxy)phosphoryl)methyl)benzo[b]thiophene-2-carboxylic acid